FC1=C(C(=CC(=C1)C#CC=1C=NC=CC1)F)N1C(C2(N3C1=NC=C3)CC2)=O 7'-[2,6-difluoro-4-[2-(3-pyridyl)ethynyl]phenyl]spiro[cyclopropane-1,5'-imidazo[1,2-a]imidazole]-6'-one